FC=1C=C(CN2N=CC(=C2)CNC2=NC=3N([C@H](C(NC3C(=N2)C)=O)C)C)C=CC1 (7S)-2-(((1-(3-fluorobenzyl)-1H-pyrazol-4-yl)methyl)amino)-4,7,8-trimethyl-7,8-dihydropteridin-6(5H)-one